CC1=NOC(=C1COC=1C=C(C(=O)NC2=CC(=CC=C2)NS(=O)(=O)C)C=CC1)C 3-((3,5-dimethylisoxazol-4-yl)methoxy)-N-(3-(methylsulfonamido)phenyl)benzamide